C(=C\\N)\\C(=O)OO The molecule is the peracid of (Z)-3-aminoacrylic acid where the acidic -OH group has been replaced by an -OOH group. It is a peroxy acid and an enamine. It derives from an acrylic acid.